8-(1-adamantyloxycarbonylmethyloxycarbonyl)-tetracyclo[4.4.0.12,5.17,10]-3-dodecene C12(CC3CC(CC(C1)C3)C2)OC(=O)COC(=O)C2C3C1C4C=CC(C1C(C2)C3)C4